2-[4-chloro-7-methoxy-6-(1-methyl-2-oxo-3,4-dihydroquinolin-6-yl)indazol-2-yl]-2-[rac-(6R)-6-fluoro-6,7-dihydro-5H-pyrrolo[1,2-c]imidazol-1-yl]-N-(1,3-thiazol-2-yl)acetamide ClC=1C2=CN(N=C2C(=C(C1)C=1C=C2CCC(N(C2=CC1)C)=O)OC)C(C(=O)NC=1SC=CN1)C1=C2N(C=N1)C[C@@H](C2)F |r|